5-[6-amino-1-[(4-nitrophenyl)methyl]pyrazolo[3,4-d]pyrimidin-4-yl]pyridine-3-carbonitrile NC1=NC(=C2C(=N1)N(N=C2)CC2=CC=C(C=C2)[N+](=O)[O-])C=2C=C(C=NC2)C#N